N-((1r,4r)-4-(4-acetyl-piperazin-1-yl)cyclohexyl)-1-(2-chloro-phenyl)-3-methyl-1H-thieno[2,3-c]pyrazole-5-carboxamide C(C)(=O)N1CCN(CC1)C1CCC(CC1)NC(=O)C1=CC2=C(N(N=C2C)C2=C(C=CC=C2)Cl)S1